4-[4-(5-chloro-2,2-dimethyl-2,3-dihydro-benzofuran-7-yl)-2,6-difluoro-phenylthio]-butyric acid ClC=1C=C(C2=C(CC(O2)(C)C)C1)C1=CC(=C(C(=C1)F)SCCCC(=O)O)F